1-allyl-5-(hydroxymethyl)pyrrolidin-2-one (S)-ethyl-2-(1-(tert-butoxycarbonyl)pyrrolidin-2-yl)-4-(4-((4-fluoropyridin-2-yl)carbamoyl)phenyl)-1H-imidazole-5-carboxylate C(C)OC(=O)C1=C(N=C(N1)[C@H]1N(CCC1)C(=O)OC(C)(C)C)C1=CC=C(C=C1)C(NC1=NC=CC(=C1)F)=O.C(C=C)N1C(CCC1CO)=O